C1N[C@H](CC2=CC=CC=C12)CO [(3R)-1,2,3,4-tetrahydroisoquinolin-3-yl]methanol